Monochloropropandiol ClC(CC)(O)O